2-(3-(2-((1,5-dimethyl-1H-pyrazol-3-yl)amino)-5-methylpyrimidin-4-yl)-1H-indol-7-yl)-7-morpholinoisoindolin-1-one CN1N=C(C=C1C)NC1=NC=C(C(=N1)C1=CNC2=C(C=CC=C12)N1C(C2=C(C=CC=C2C1)N1CCOCC1)=O)C